CN(C)CC1=C(O[K])C(=CC(=C1)CN(C)C)CN(C)C [2,4,6-tris((dimethylamino)methyl)phenoxy]-potassium